2-(3-chloro-4-(trifluoromethyl)phenoxy)-1-(2-fluoro-4-(5-(trifluoromethyl)-1,2,4-oxadiazol-3-yl)phenyl)ethan-1-one sodium [Na].ClC=1C=C(OCC(=O)C2=C(C=C(C=C2)C2=NOC(=N2)C(F)(F)F)F)C=CC1C(F)(F)F